N1N=NC=C1CN1CCN(CC1)C1=NC=C(C=N1)OC1=NC(=CC(=C1)CN1CCC(CC1)CC(=O)O)C1=CC(=CC(=C1)Cl)Cl 2-(1-((2-((2-(4-((1H-1,2,3-Triazol-5-yl)methyl)piperazin-1-yl)pyrimidin-5-yl)oxy)-6-(3,5-dichlorophenyl)pyridin-4-yl)methyl)piperidin-4-yl)acetic acid